(R)-N-(2-cyano-7-(2-methylbenzo[d]oxazol-6-yl)isoindolin-5-yl)-1-methylpiperidine-3-carboxamide C(#N)N1CC2=C(C=C(C=C2C1)NC(=O)[C@H]1CN(CCC1)C)C1=CC2=C(N=C(O2)C)C=C1